OC1CC(C1)CNC1=NC=C(C(=N1)C1=CNC2=C(C=CC=C12)P(C)(C)=O)C(F)(F)F (3-(2-(((3-hydroxycyclobutyl)methyl)amino)-5-(trifluoromethyl)pyrimidin-4-yl)-1H-indol-7-yl)Dimethylphosphine oxide